t-butylperoxylauric acid C(C)(C)(C)C(C(=O)OO)CCCCCCCCCC